ClC1=CC=C(C=C1)[C@H]1C2=C(C3=CN(C(C=C3[C@@H](O1)CC(=O)NCC)=O)C)C=CC(=C2)F 2-((5S,7S)-7-(4-chlorophenyl)-9-fluoro-2-methyl-3-oxo-2,3,5,7-tetrahydrobenzo[5,6]oxepino[4,3-c]pyridin-5-yl)-N-ethylacetamide